(S)-N-(2-(4-cyclopropylpiperazin-1-yl)-5-((6-(3-(3-(3-fluorophenoxy)benzyl)isoxazolidin-2-yl)pyrimidin-4-yl)amino)-4-methoxyphenyl)acrylamide C1(CC1)N1CCN(CC1)C1=C(C=C(C(=C1)OC)NC1=NC=NC(=C1)N1OCC[C@@H]1CC1=CC(=CC=C1)OC1=CC(=CC=C1)F)NC(C=C)=O